CC(C)N(C(=O)C1=C(OC=2C(=NC=NC2)N2CC3(CCN(C3)C(=O)OC(C)(C)C)CC2)C=CC(=C1)F)C(C)C tert-Butyl 7-(5-{2-[di(propan-2-yl)carbamoyl]-4-fluorophenoxy}pyrimidin-4-yl)-2,7-diazaspiro[4.4]nonane-2-carboxylate